5-(2-chlorobenzyl)-6,7-difluoro-3-(((3-fluoropyridin-2-yl)methyl)amino)-4H-benzo[e][1,2,4]thiadiazine 1,1-dioxide ClC1=C(CC2=C(C(=CC3=C2NC(=NS3(=O)=O)NCC3=NC=CC=C3F)F)F)C=CC=C1